2-(((butylthio)carbonothioyl)thio)-2-methylpropanoic acid C(CCC)SC(=S)SC(C(=O)O)(C)C